(S)-(5-(6-(3-(3-chloropyridin-2-yloxy)pyrrolidin-1-yl)-5-ethylpyrimidin-4-yloxy)-2-fluorophenyl)methanol ClC=1C(=NC=CC1)O[C@@H]1CN(CC1)C1=C(C(=NC=N1)OC=1C=CC(=C(C1)CO)F)CC